2-(((2R,3S,4R,5R)-5-(2-chloro-6-(methylamino)-9H-purin-9-yl)-3-ethynyl-3,4-dihydroxytetrahydrofuran-2-yl)methoxy)-2-(4-(2-oxo-1,2-dihydropyridin-3-yl)benzyl)malonic acid ClC1=NC(=C2N=CN(C2=N1)[C@H]1[C@@H]([C@@]([C@H](O1)COC(C(=O)O)(C(=O)O)CC1=CC=C(C=C1)C=1C(NC=CC1)=O)(O)C#C)O)NC